OC(C1=CC=C(C=C1)Cl)P(OC)(OC)=O Dimethyl α-hydroxy-p-chlorobenzylphosphonate